FC1=C(C=CC(=C1)C)C1=CC(=CC=2CNS(OC21)(=O)=O)F 8-(2-fluoro-4-methylphenyl)-6-fluoro-3,4-dihydrobenzo[e][1,2,3]oxathiazine 2,2-dioxide